CC1=CC=C(C=C1)[C@H](C)N (S)-1-(4-methylphenyl)ethylamine